2-Bromo-5-chloro-aniline BrC1=C(N)C=C(C=C1)Cl